C1(=C(C=CC=C1)CN1C2=C(OCC1=O)C=C(C=C2)NC(=O)NC2=CC=C1C=CNC1=C2)C2=CC=CC=C2 1-(4-([1,1'-biphenyl]-2-ylmethyl)-3-oxo-3,4-dihydro-2H-benzo[b][1,4]oxazin-7-yl)-3-(1H-indol-6-yl)urea